(2-ethoxy-3-pyridinyl)-5-isopropyl-N-[(2-methoxy-3-pyridinyl)methyl]-7-methyl-imidazo[1,5-b]pyridazin-4-amine C(C)OC1=NC=CC=C1C=1C=C(C=2N(N1)C(=NC2C(C)C)C)NCC=2C(=NC=CC2)OC